FC1=C2CCN(C(C2=CC(=C1)F)=O)C 5,7-difluoro-2-methyl-3,4-dihydroisoquinolin-1(2H)-one